(R)-N-(5-chloro-2,4-difluorophenyl)-4-oxo-5-azaspiro[2.4]Heptane-6-carboxamide ClC=1C(=CC(=C(C1)NC(=O)[C@@H]1NC(C2(CC2)C1)=O)F)F